(2R,3R)-N-[2-[(4,4-difluorocyclohexyl)amino]-1-(5-fluoro-3-pyridyl)-2-oxo-ethyl]-3-methyl-N-[4-(pentafluoro-λ6-sulfanyl)phenyl]azetidine-2-carboxamide FC1(CCC(CC1)NC(C(C=1C=NC=C(C1)F)N(C(=O)[C@@H]1NC[C@H]1C)C1=CC=C(C=C1)S(F)(F)(F)(F)F)=O)F